1,4-bis(triethoxysilylpropyl)benzene C(C)O[Si](OCC)(OCC)CCCC1=CC=C(C=C1)CCC[Si](OCC)(OCC)OCC